N1(C=NC=C1)C1=CN=CC(=N1)C(=O)NC1CCC(CC1)C 6-(1H-imidazol-1-yl)-N-((1r,4r)-4-methylcyclohexyl)pyrazine-2-carboxamide